OC1=C(C=C(C=C1)C)N1N=C2C(=N1)C=CC=C2 2-(2-hydroxy-5-methyl-phenyl)-2H-benzotriazol